O=C1NC(CCC1N1C(C2=CC=CC(=C2C1=O)N1CCC(CC1)NC(CC(CC(=O)O)(C)C)=O)=O)=O 5-((1-(2-(2,6-dioxopiperidin-3-yl)-1,3-dioxoisoindolin-4-yl)piperidin-4-yl)amino)-3,3-dimethyl-5-oxopentanoic acid